1-[3-[4-[3-chloro-4-(1-methylpyrazol-3-yl)oxy-anilino]pyrido[3,4-d]pyrimidin-6-yl]-1-piperidyl]prop-2-en-1-one ClC=1C=C(NC=2C3=C(N=CN2)C=NC(=C3)C3CN(CCC3)C(C=C)=O)C=CC1OC1=NN(C=C1)C